NC1=C(C=2C=NC(=C(C2N1C1=C2C=NN(C2=CC=C1C)C1OCCCC1)C=C1CC(C1)(F)F)C1CC1)C#N 2-amino-6-cyclopropyl-7-((3,3-difluorocyclobutylidene)methyl)-1-(5-methyl-1-(tetrahydro-2H-pyran-2-yl)-1H-indazol-4-yl)-1H-pyrrolo[3,2-c]pyridine-3-carbonitrile